O(O)O.[Fe].[Ni] nickel-iron (oxy) hydroxide